[N+](=O)([O-])C1=CC=CC2=C1SC=C2CC(F)(F)F 7-nitro-3-(2,2,2-trifluoroethyl)benzo[b]thiophene